C1(=CC=CC=C1)P(CCCCP(C1=CC=CC=C1)C1=CC=CC=C1)C1=CC=CC=C1 1,4-bis(diphenylphosphanyl)butane